6-methyl-2-(1-methyl-1H-imidazol-5-yl)-N-(3-(4'-(trifluoromethoxy)-[1,1'-biphenyl]-4-yl)propyl)thieno[2,3-d]pyrimidin-4-amine CC1=CC2=C(N=C(N=C2NCCCC2=CC=C(C=C2)C2=CC=C(C=C2)OC(F)(F)F)C2=CN=CN2C)S1